ClC1=C(NC2=NSC=3C2=NC=C(N3)C=O)C=CC=C1C1=CC3=C(OCCO3)C=C1 3-(2-chloro-3-(1,4-benzodioxan-6-yl)anilino)-isothiazolo[4,5-b]pyrazine-6-aldehyde